tris-(3,5-dimethoxyphenyl)amine COC=1C=C(C=C(C1)OC)N(C1=CC(=CC(=C1)OC)OC)C1=CC(=CC(=C1)OC)OC